tert-butyl (5-(2-(4-((5-(((5-(tert-butyl)oxazol-2-yl)methyl)thio)thiazol-2-yl)carbamoyl)piperidin-1-yl)acetamido)pentyl)carbamate C(C)(C)(C)C1=CN=C(O1)CSC1=CN=C(S1)NC(=O)C1CCN(CC1)CC(=O)NCCCCCNC(OC(C)(C)C)=O